C[C@@H]1N(CC[C@H](C1)NC1=C2C(=NC=C1C(NC)=O)NC=C2)C(=O)OC(C)(C)C tert-Butyl trans-2-methyl-4-((5-(methylcarbamoyl)-1H-pyrrolo[2,3-b]pyridin-4-yl)amino)piperidine-1-carboxylate